N-benzyl-3-nitrobenzenesulfonamide C(C1=CC=CC=C1)NS(=O)(=O)C1=CC(=CC=C1)[N+](=O)[O-]